1-[(2R,6S)-6-(hydroxymethyl)-4-isopropyl-6-(triisopropylsiloxymethyl)morpholin-2-yl]-5-methyl-pyrimidine-2,4-dione OC[C@]1(O[C@H](CN(C1)C(C)C)N1C(NC(C(=C1)C)=O)=O)CO[Si](C(C)C)(C(C)C)C(C)C